2-fluorobenzohydrazide FC1=C(C(=O)NN)C=CC=C1